FC=1C=C(C=C(C1F)F)Br 3,4,5-Trifluoro-1-Bromobenzene